(R)-3,5-difluoro-N-(1-hydroxy-2-methylhex-2-yl)pyridineamide FC=1C(=NC=C(C1)F)C(=O)N[C@@](CO)(CCCC)C